N-[2-(2-chloro-4-methylphenyl)-2,2-difluoroethyl]-6-[(3-cyclopropyl-2-fluorophenyl)sulfonyl]-3-methyl-1,2,4-triazine-5-carboxamide ClC1=C(C=CC(=C1)C)C(CNC(=O)C=1N=C(N=NC1S(=O)(=O)C1=C(C(=CC=C1)C1CC1)F)C)(F)F